C12(C=CC(CC1)C2)C2C(N=C=O)(CC(CC2(CN=C=O)C)(C)C)C21C=CC(CC2)C1 Dinorbornenyl-isophorone diisocyanate